rac-N-{[4-(4-methyl-1,2-oxazol-5-yl)-2,5-dioxoimidazolidin-4-yl]methyl}-2-[6-(trifluoromethyl)pyridin-3-yl]benzamide CC=1C=NOC1[C@]1(NC(NC1=O)=O)CNC(C1=C(C=CC=C1)C=1C=NC(=CC1)C(F)(F)F)=O |r|